COC=1C=CC=C(C)C1 5-methoxytoluene